CC1(OB(OC1(C)C)C=1C=C(C=NC1)NC(C)=O)C N-(5-(4,4,5,5-tetramethyl-1,3,2-dioxaborolan-2-yl)pyridin-3-yl)acetamide